6-(3,5-difluoroanilino)-N-(3-methyloxetan-3-yl)-[1,3]dioxolo[4,5-c]pyridine-4-carboxamide FC=1C=C(NC2=CC3=C(C(=N2)C(=O)NC2(COC2)C)OCO3)C=C(C1)F